C(#N)C1=CC=C(OCC2CN(C(O2)(C)C)C2=CC(=C(C#N)C=C2)C(F)(F)F)C=C1 4-(5-((4-Cyanophenoxy)methyl)-2,2-dimethyloxazolidin-3-yl)-2-(trifluoromethyl)benzonitril